C(C1=CC=CC=C1)NC(CSC1=NC(NC=C1C)=O)=O N-Benzyl-2-[(5-methyl-2-oxo-1H-pyrimidin-4-yl)sulfanyl]acetamide